N-(2,4-bis(benzyloxy)-5-isopropylphenyl)-4-fluorobenzamide C(C1=CC=CC=C1)OC1=C(C=C(C(=C1)OCC1=CC=CC=C1)C(C)C)NC(C1=CC=C(C=C1)F)=O